((2-nitro-6-(trifluoromethyl) phenyl) amino) piperidine-1-carboxylate N1(CCCCC1)C(=O)ONC1=C(C=CC=C1C(F)(F)F)[N+](=O)[O-]